OCCCCOC=1C=C2C=CC(OC2=CC1)=O 6-(4-hydroxybutyloxy)coumarin